N(N)C(OC1COCC1(F)F)=S O-(4,4-difluorotetrahydrofuran-3-yl) hydrazinecarbothioate